2-[2-(5-{1-[(6,7-dimethoxy-2-methylquinazolin-4-yl)amino]ethyl}-2-thienyl)phenyl]-2-methylpropanoic Acid COC=1C=C2C(=NC(=NC2=CC1OC)C)NC(C)C1=CC=C(S1)C1=C(C=CC=C1)C(C(=O)O)(C)C